3-((3,5-difluoro-4-(1-(2-fluoroethyl)cyclopropoxy)benzyl)oxy)-8,9,9a,10-tetrahydropyrimido[6',1':2,3]imidazo[1,5-c][1,3]oxazin-1(6H)-one FC=1C=C(COC2=NC(N3C(N4COCCC4C3)=C2)=O)C=C(C1OC1(CC1)CCF)F